O(CCOCCC(=O)N)CCOCCC(=O)N 3,3'-((oxy-bis(ethane-2,1-diyl))bis(oxy))dipropionamide